2-(2-mercaptoethylthio)ethanol SCCSCCO